pyrrol-1-carboxylate N1(C=CC=C1)C(=O)[O-]